FC=1C=C2NC(C=3N(C2=C(C1C1=C2C=NNC2=C(C=C1)F)C(F)(F)F)C(=NN3)C)(C)C 7-Fluoro-8-(7-fluoro-1H-indazol-4-yl)-1,4,4-trimethyl-9-(trifluoro-methyl)-5H-[1,2,4]triazolo[4,3-a]quinoxaline